4-amino-2-[2-(2,6-dioxopiperidin-3-yl)-1-oxo-2,3-dihydro-1H-isoindol-5-yl]pyrimidine-5-carboxamide NC1=NC(=NC=C1C(=O)N)C=1C=C2CN(C(C2=CC1)=O)C1C(NC(CC1)=O)=O